N-methyl-4H-thieno[3,2-b]pyrrole-5-carboxamide CNC(=O)C1=CC2=C(N1)C=CS2